N[C@@H]1C[C@@H](CC1)CNC(=O)C1=CC(=NO1)C N-[[(1R,3S)-3-aminocyclopentyl]methyl]-3-methyl-isoxazole-5-carboxamide